C1(CC1)N(CCC(C(=O)O)NC(C(CC)CC)=O)CCCCCC1=NC=2NCCCC2C=C1 4-[cyclopropyl-[5-(5,6,7,8-tetrahydro-1,8-naphthyridin-2-yl)pentyl]amino]-2-(2-ethylbutanoylamino)butanoic acid